2-(4,4-difluoro-3-(5-((methylsulfonyl)methyl)-6-oxo-1,6-dihydropyridin-3-yl)piperidin-1-yl)-N-(5-fluoropyridin-2-yl)propionamide FC1(C(CN(CC1)C(C(=O)NC1=NC=C(C=C1)F)C)C1=CNC(C(=C1)CS(=O)(=O)C)=O)F